BrC1=CN=C(S1)COC1=CC=CC(=N1)C1=CC(=C(C=C1F)CC=1N(C2=C(N1)C(=CC(=C2)C(=O)OCC)F)C[C@H]2OCC2)F ethyl 2-[[4-[6-[(5-bromothiazol-2-yl)methoxy]-2-pyridyl]-2,5-difluoro-phenyl]methyl]-7-fluoro-3-[[(2S)-oxetan-2-yl]methyl]benzimidazole-5-carboxylate